C1(CC1)C=1C=CNN(C1)C(C)C1NCCCC1 5-cyclopropyl-N-(1-(piperidin-2-yl)ethyl)pyridazine